6-(4-(3-chloro-4-fluorophenyl)-1-(2-(pyrrolidin-1-yl)ethyl)-1H-imidazol-5-yl)imidazo[1,2-b]pyridazine-3-carboxamide ClC=1C=C(C=CC1F)C=1N=CN(C1C=1C=CC=2N(N1)C(=CN2)C(=O)N)CCN2CCCC2